tert-butyl (2,6-dioxopiperidin-3-yl)carbamate O=C1NC(CCC1NC(OC(C)(C)C)=O)=O